[N+](#[C-])C1=C(C=CC=C1)N(C1=CC=CC2=CC=CC=C12)C N-(2-isocyanophenyl)-N-methylnaphthalene-1-amine